FC1=CC=C(C=C1)C=1N=C(C2=C(N1)CCCN2)NC2(COCC2)C 2-(4-fluorophenyl)-N-(3-methyltetrahydrofuran-3-yl)-5,6,7,8-tetrahydropyrido[3,2-d]pyrimidin-4-amine